2-(aminomethyl)-4-chloro-1,3-dihydroinden-2-ol NCC1(CC2=CC=CC(=C2C1)Cl)O